3-chloro-N-[(2R)-pyrrolidin-2-ylmethyl]pyridin-2-amine ClC=1C(=NC=CC1)NC[C@@H]1NCCC1